OC=1C=CC=C2C=C(C=CC12)S(=O)(=O)O 8-hydroxy-naphthalene-3-sulfonic acid